7-(6-(Bis(4-methoxybenzyl)amino)-4-methyl-3-(trifluoromethyl)pyridin-2-yl)-6-chloro-8-fluoro-2-(((2R,7aR)-2-fluorotetrahydro-1H-pyrrolizin-7a(5H)-yl)methoxy)quinazolin-4(3H)-one COC1=CC=C(CN(C2=CC(=C(C(=N2)C2=C(C=C3C(NC(=NC3=C2F)OC[C@@]23CCCN3C[C@@H](C2)F)=O)Cl)C(F)(F)F)C)CC2=CC=C(C=C2)OC)C=C1